(E)-4-cyano-2-fluoro-N-(2-methoxy-5-(4-(4-(4-oxopent-2-enoyl)piperazin-1-yl)quinazolin-6-yl)pyridin-3-yl)benzenesulfonamide C(#N)C1=CC(=C(C=C1)S(=O)(=O)NC=1C(=NC=C(C1)C=1C=C2C(=NC=NC2=CC1)N1CCN(CC1)C(\C=C\C(C)=O)=O)OC)F